1-[(2-methoxyphenyl)carbonyl]piperidin COC1=C(C=CC=C1)C(=O)N1CCCCC1